FS(C1=C(C=CC=C1)I)(F)(F)(F)F pentafluoro(2-iodophenyl)-λ6-sulfane